C(C1=CC=CC=C1)OC1=NC(=CC=C1C1=CC=C(OCCN(C2=C(C=NC=C2)C2CN(C2)C(=O)OC(C)(C)C)C)C=C1)OCC1=CC=CC=C1 tert-butyl 3-(4-((2-(4-(2,6-bis(benzyloxy)pyridin-3-yl)phenoxy)ethyl)(methyl)amino)pyridin-3-yl)azetidine-1-carboxylate